bromo-3-(trifluoromethyl)-6,7-dihydro-4H-spiro[benzo[c]isoxazole-5,2'-indene]-1'(3'H)-one BrC1C2(C(C3=CC=CC=C13)=O)CC=1C(=NOC1C(F)(F)F)CC2